phosphoryl-undecene propionate C(CC)(=O)O.P(=O)#CCCCCCCCCC=C